FC=1C=C(C=C(C1)OC)CN[C@H](C(=O)O)CCC(C)(C)C (2S)-2-{[(3-fluoro-5-methoxyphenyl)methyl]amino}-5,5-dimethylhexanoic acid